2-amino-5-bromo-6-methylpyridine NC1=NC(=C(C=C1)Br)C